ClC1=C(C(=C2N(C1=O)C(CN2CC2=CC(=CC=C2)OC)C(=O)O)C2=CC(=CC=C2)C(F)(F)F)CC2=CC=CC1=CC=CC=C21 6-chloro-1-(3-methoxybenzyl)-7-(naphthalen-1-ylmethyl)-5-oxo-8-(3-(trifluoromethyl)phenyl)-1,2,3,5-tetrahydroimidazo[1,2-a]pyridine-3-carboxylic acid